isobutane CC(C)C